[Si](C)(C)(C(C)(C)C)OC(C=1OC=CN1)C1=CC(=NC(=C1)Cl)Cl 2-(((tert-butyldimethylsilyl)oxy)(2,6-dichloropyridin-4-yl)methyl)oxazole